oxadiazoleselon O1N=NC(C1)=[Se]